NCCOCCOCCC(=O)O 3-[2-(2-aminoethoxy)ethoxy]-propionic acid